(3Z)-15,15-diethoxy-1,3-pentadecadiene C(C)OC(CCCCCCCCCC\C=C/C=C)OCC